2-Chloro-4-(4-methylbenzo[d]oxazol-2-yl)aniline ClC1=C(N)C=CC(=C1)C=1OC2=C(N1)C(=CC=C2)C